Cl.NCC1=CC=C(C=C1)N1C(=NC2=C1C=C(C=C2)OC)C=2C(=NC=CC2)N 3-[1-[4-(aminomethyl)phenyl]-6-methoxy-benzimidazol-2-yl]pyridin-2-amine hydrochloride